FC=1C=C(C=CC1F)C1(CO1)C 2-(3,4-difluorophenyl)-2-methyl ethylene oxide